(6aR,7R,10aS)-4-cyclobutoxy-7,10a-dimethyl-2-(2-methylquinolin-4-yl)-8-oxo-5,6,6a,7,8,10a-hexahydrobenzo[h]quinazoline-9-carbonitrile C1(CCC1)OC1=NC(=NC=2[C@]3([C@H](CCC12)[C@H](C(C(=C3)C#N)=O)C)C)C3=CC(=NC1=CC=CC=C31)C